6-chloro-1-(1-(3-chlorophenyl)ethyl)-3,4-dihydro-1,5-naphthyridin-2(1H)-one ClC=1N=C2CCC(N(C2=CC1)C(C)C1=CC(=CC=C1)Cl)=O